1-(4-(4-((6-phenoxypyridin-3-yl)amino)pyrido[3,2-d]pyrimidin-6-yl)piperazin-1-yl)prop-2-en-1-one O(C1=CC=CC=C1)C1=CC=C(C=N1)NC=1C2=C(N=CN1)C=CC(=N2)N2CCN(CC2)C(C=C)=O